Tert-butyl (3R)-3-((2-(2,6-dioxopiperidin-3-yl)-1,3-dioxoisoindolin-5-yl)oxy)-pyrrolidine-1-carboxylate O=C1NC(CCC1N1C(C2=CC=C(C=C2C1=O)O[C@H]1CN(CC1)C(=O)OC(C)(C)C)=O)=O